C(C)OC(=O)C=1C=NN(C1)CC1=CC=C(C=C1)OCC1(OCCO1)C(F)(F)F 1-[(4-{[2-(trifluoromethyl)-1,3-dioxacyclopentane-2-yl]methoxy}phenyl)methyl]-1H-pyrazole-4-carboxylic acid ethyl ester